C(C=C)OC=1C=C(C(=O)OC)C=C(C1N)NCC1=CN=CS1 Methyl 3-(allyloxy)-4-amino-5-((thiazol-5-ylmethyl)amino)benzoate